5-[(propan-2-yl)carbamoyl]thiophene-3-sulfonyl chloride CC(C)NC(=O)C1=CC(=CS1)S(=O)(=O)Cl